methylenebis(2-tert-butyl-4-methylphenol) C(C=1C(=C(C=CC1C)O)C(C)(C)C)C=1C(=C(C=CC1C)O)C(C)(C)C